C(C)N1N=C(C=C1)C=1C=C(C=C(C1)C=1C=NN(C1)C)[C@@H](C)NC(C1=C(C=CC(=C1)N1CC2(C1)CNC2)C)=O (R)-N-(1-(3-(1-ethyl-1H-pyrazol-3-yl)-5-(1-methyl-1H-pyrazol-4-yl)phenyl)ethyl)-2-methyl-5-(2,6-diazaspiro[3.3]heptan-2-yl)benzamide